Cl.C(#N)C1=CC=C(C=N1)C1=CC=C2C(=CC=NC2=C1)OC1=CC=C(C=C1)NC(=O)C1(CC1)C(=O)NC1=CC=C(C=C1)F 1-N-[4-[7-(6-Cyanopyridin-3-yl)quinolin-4-yl]oxyphenyl]-1-N'-(4-fluorophenyl)cyclopropane-1,1-dicarboxamide hydrochloride